C(C)[N+]1=CN(C=C1)C 3-ethyl-1-methyl-1H-imidazol-3-ium